1-Cyclopropyl-6-[1-(2-fluoro-6-methyl-phenyl)-piperidin-4-yl]-4-(3-trifluoromethyl-pyridin-2-ylmethyl)-1,4,6,7-tetrahydro-pyrazolo[4,3-d]pyrimidin-5-on C1(CC1)N1N=CC=2N(C(N(CC21)C2CCN(CC2)C2=C(C=CC=C2C)F)=O)CC2=NC=CC=C2C(F)(F)F